FC=1C=C(OCCN2CCC3(CC2)C(NC2=CC=C(C=C23)C#N)=O)C=C(C1C(C)S(=O)(=O)C)F 1'-{2-[3,5-difluoro-4-(1-methanesulfonylethyl)phenoxy]ethyl}-2-oxo-1,2-dihydrospiro[indole-3,4'-piperidine]-5-carbonitrile